aminopyrone C1=COC(=O)C(=C1)N